{1-[4-(4-cyclopropylmethoxy-6-methyl-pyrimidin-2-yl)-2,6-difluorophenyl]-pyrrolidin-3-yl}-acetic acid ethyl ester C(C)OC(CC1CN(CC1)C1=C(C=C(C=C1F)C1=NC(=CC(=N1)OCC1CC1)C)F)=O